C12CCC(C3OC4=C(C31)C=C(C=C4)C=O)C2 1,2,3,4,4a,9b-hexahydro-1,4-Methanodibenzo[b,d]furan-8-carbaldehyde